FC1=CC=C2C=CN(C(C2=C1)=O)CC1(CCN(CC12CCCC2)C([C@@H](CC(F)(F)F)C)=O)O 7-Fluoro-2-((10-hydroxy-7-((R)-4,4,4-trifluoro-2-methylbutanoyl)-7-azaspiro[4.5]decan-10-yl)methyl)isoquinolin-1(2H)-one